N[C@@H](C(=O)N[C@@H]1CN(CC[C@H]1C1=CC(=CC(=C1)F)Cl)C(=O)C=1C=2N(C=CC1)C=NC2)C(C)C (R)-2-amino-N-((3S,4S)-4-(3-chloro-5-fluorophenyl)-1-(imidazo[1,5-a]pyridine-8-carbonyl)piperidin-3-yl)-3-methylbutanamide